OC[C@H](C)N1C=NC2=C(C1=O)C=C(N=C2C=2C=NC=CC2)C2=NC=C(C=N2)C (S)-3-(1-hydroxypropan-2-yl)-6-(5-methylpyrimidin-2-yl)-8-(pyridin-3-yl)pyrido[3,4-d]pyrimidin-4(3H)-one